(R)-3-Oxo-3-(3-(2-(pyridin-2-yl)dipyrrolo[2,3-b:2',3'-d]pyridine-1(6H)-yl)piperidin-1-yl)propionitrile O=C(CC#N)N1C[C@@H](CCC1)N1C(=CC=2C1=C1C(=NC2)NC=C1)C1=NC=CC=C1